6-amino-2-butoxy-9-(4-((cyclobutylamino)methyl)-2-methoxybenzyl)-9H-purin-8-ol NC1=C2N=C(N(C2=NC(=N1)OCCCC)CC1=C(C=C(C=C1)CNC1CCC1)OC)O